FC(OCCOC(=O)NNC(=O)C1N(CCCC1)C(=O)[O-])(F)F 2-[[2-(trifluoromethoxy)ethoxycarbonylamino]carbamoyl]piperidine-1-carboxylate